1-(2-formyl-3-hydroxyphenethyl)piperidine-4-carboxylic acid C(=O)C1=C(CCN2CCC(CC2)C(=O)O)C=CC=C1O